ClC1=NN=C(C2=CC=CC=C12)N([C@H]1CN(CCC1)C(=O)OC(C)(C)C)C tert-butyl (R)-3-((4-chlorophthalazin-1-yl)(methyl)amino)piperidine-1-carboxylate